FC(C1=CC=C(C=N1)C(CC(C(=O)OCC)(C(=O)OCC)O)=O)F 1,3-diethyl 2-[2-[6-(difluoromethyl) pyridin-3-yl]-2-oxoethyl]-2-hydroxymalonate